3-ethoxy-4-((4-methyl-5-phenylpent-3-en-1-yl)oxy)benzaldehyde C(C)OC=1C=C(C=O)C=CC1OCCC=C(CC1=CC=CC=C1)C